ClC=1C=C(C=CC1C=1N(C2=NC=NC(=C2N1)OC1(CC1)C)CC1=NC=CC(=C1)C)CC(=O)N(C)C 2-(3-chloro-4-(6-(1-methylcyclopropoxy)-9-((4-methylpyridin-2-yl)methyl)-9H-purin-8-yl)phenyl)-N,N-dimethylacetamide